N-{6-[(2-amino-4-fluorophenyl)amino]-6-oxohexyl}-3-[4-(phenylamino)phenyl]-1H-pyrazole-5-carboxamide NC1=C(C=CC(=C1)F)NC(CCCCCNC(=O)C1=CC(=NN1)C1=CC=C(C=C1)NC1=CC=CC=C1)=O